N1(CCCCC1)CCCCN 4-(piperidin-1-yl)butan-1-amine